C(C(C)C)C1(CCN(CC1)C=1OC2=C(C=C(C=C2C(C1)=O)C)C(C)NC1=C(C(=O)O)C=CC=C1)C 2-[1-[2-(4-Isobutyl-4-methyl-1-piperidyl)-6-methyl-4-oxo-chromen-8-yl]ethylamino]benzoic acid